C12(CC(C1)C2)N2[C@@H](C=1NC3=CC=CC=C3C1C[C@H]2C)C2=CC=C(C=C2)N[C@H]2CN(C[C@H]2F)CCCF (3S,4R)-N-(4-((1R,3R)-2-(bicyclo[1.1.1]pentan-1-yl)-3-methyl-2,3,4,9-tetrahydro-1H-pyrido[3,4-b]indol-1-yl)phenyl)-4-fluoro-1-(3-fluoropropyl)pyrrolidin-3-amine